tert-Butyl 2-methyl-1H-pyrrolo[2,3-b]pyridine-1-carboxylate CC1=CC=2C(=NC=CC2)N1C(=O)OC(C)(C)C